tert-butyl (R)-3-(((2-(2-fluoro-8-iodonaphthalen-1-yl)ethoxy)carbonyl)amino)-3-methylpiperidine-1-carboxylate FC1=C(C2=C(C=CC=C2C=C1)I)CCOC(=O)N[C@]1(CN(CCC1)C(=O)OC(C)(C)C)C